CO[Si](CCCNCCN)(OC)OC 3-(trimethoxysilyl)propyl-ethylenediamine